NC1=NC(N(C=C1F)[C@@H]1O[C@]([C@H](C1)OCC1=CC=CC=C1)(CF)COCC1=CC=CC=C1)=O 4-amino-1-[(2R,4S,5R)-4-(benzyloxy)-5-[(benzyloxy)methyl]-5-(fluoromethyl)-oxolan-2-yl]-5-fluoropyrimidin-2-one